(R)-N-(3-chloro-4-(4-(piperidine-3-carbonyl)piperazine-1-carbonyl)phenyl)-5-(1-cyclopropyl-3-(trifluoromethyl)-1H-pyrazol-4-yl)-1-methyl-1H-imidazole-2-carboxamide hydrochloride Cl.ClC=1C=C(C=CC1C(=O)N1CCN(CC1)C(=O)[C@H]1CNCCC1)NC(=O)C=1N(C(=CN1)C=1C(=NN(C1)C1CC1)C(F)(F)F)C